methyl 5-(benzhydrylideneamino)-2-[1-(2-trimethylsilylethoxymethyl)pyrrolo[2,3-b]pyridine-3-carbonyl]thiazole-4-carboxylate C(C1=CC=CC=C1)(C1=CC=CC=C1)=NC1=C(N=C(S1)C(=O)C1=CN(C2=NC=CC=C21)COCC[Si](C)(C)C)C(=O)OC